2-Fluoro-N-[4-[(E)-3-[4-[2-hydroxyethyl(methyl)amino]phenyl]prop-2-enoyl]phenyl]-5-iodobenzamide FC1=C(C(=O)NC2=CC=C(C=C2)C(\C=C\C2=CC=C(C=C2)N(C)CCO)=O)C=C(C=C1)I